C(C=C)(=O)NC=1C=C2C(C(N(C2=CC1)CC1=CC=C(C(=O)NC(C)C)C=C1)=O)=O 4-((5-acrylamido-2,3-diketoindol-1-yl)methyl)-N-isopropylbenzamide